ClC1=C(C=NN1C(F)(F)F)NS(=O)(=O)C1=CNC2=CC(=CC=C12)C(F)F N-(5-chloro-1-(trifluoromethyl)-1H-pyrazol-4-yl)-6-(difluoromethyl)-1H-indole-3-sulfonamide